FC=1C=C(C=C2C=CN(C(C12)=O)[C@@H]1CNC[C@@H]1C)C=1C=C(C=2N(C1)C=C(N2)C)F 8-fluoro-6-(8-fluoro-2-methyl-imidazo[1,2-a]pyridin-6-yl)-2-[(3S,4S)-4-methylpyrrolidin-3-yl]isoquinolin-1-one